N(=O)CC(=O)SC[C@H](N)C(=O)O S-NITROSOACETYLCYSTEINE